6-(4-cyclopropyl-2-mercapto-1H-imidazol-1-yl)-5-methylisoindolin-1-one C1(CC1)C=1N=C(N(C1)C1=C(C=C2CNC(C2=C1)=O)C)S